CCOCCOCCOCCOCCOC(CCC(=O)O)=O succinic acid mono-[2-(2-{2-[2-(2-ethoxy)-ethoxy]-ethoxy}-ethoxy)-ethyl] ester